OC=1C=C2CC[C@@H]([C@@H](C2=CC1)C1=CC=C(C=C1)N1CC2(C1)OCC(C2)C=O)C2=CC=CC=C2 2-(4-((1R,2S)-6-hydroxy-2-phenyl-1,2,3,4-tetrahydronaphthalen-1-yl)phenyl)-5-oxa-2-azaspiro[3.4]octane-7-carbaldehyde